(R)-N-(2,2-difluoroethyl)-N,3-dimethylpyrrolidin-3-amine FC(CN([C@]1(CNCC1)C)C)F